CC(C#CC(C)(OOC(C)(C)C)C)(C)OOC(C)(C)C dimethyl-2,5-bis(t-butylperoxy)hexyne